N-(4'-((2-(1,1-difluoroethyl)-6-methylpyrimidin-4-yl)amino)-5-methyl-[2,3'-bipyridin]-6'-yl)acetamide FC(C)(F)C1=NC(=CC(=N1)NC1=C(C=NC(=C1)NC(C)=O)C1=NC=C(C=C1)C)C